2-isocyanatoethyl (2S)-2,6-diisocyanatohexanoate N(=C=O)[C@H](C(=O)OCCN=C=O)CCCCN=C=O